(4S)-5-tert-butoxy-4-(tert-butoxycarbonylamino)-5-oxo-pentanoic acid C(C)(C)(C)OC([C@H](CCC(=O)O)NC(=O)OC(C)(C)C)=O